FC=1C=C(C=CC1)[C@H]1[C@@H](CN(CC1)C(=O)C=1C=2N(C=CC1)C=NC2)NC([C@H](C(C)(C)C)NC(OC(C)(C)C)=O)=O tert-butyl ((S)-1-(((3S,4S)-4-(3-fluorophenyl)-1-(imidazo[1,5-a]pyridine-8-carbonyl)piperidin-3-yl)amino)-3,3-dimethyl-1-oxobutan-2-yl)carbamate